ClC1=CC=C(C=C1)C1=C(CCC(C1)(C)C)NC1CCN(CC1)CC=1C=C2C(N(C(C2=CC1)=O)C1C(NC(CC1)=O)=O)=O 5-((4-((4'-chloro-5,5-dimethyl-3,4,5,6-tetrahydro-[1,1'-biphenyl]-2-yl)amino)piperidine-1-yl)methyl)-2-(2,6-dioxopiperidin-3-yl)isoindoline-1,3-dione